3-chloro-5-[2-(3-{[4-(1-hydroxy-2-methylpropan-2-sulfonyl)phenoxy]methyl}piperazin-1-yl)ethyl]benzonitrile ClC=1C=C(C#N)C=C(C1)CCN1CC(NCC1)COC1=CC=C(C=C1)S(=O)(=O)C(CO)(C)C